ClC=1C=C(C=CC1Cl)C1=C(N)C=CC(=C1)F 2-(3,4-dichlorophenyl)-4-fluoroaniline